2-{6-[(3S)-3-[(cyclopropylmethyl)amino]-3-methylpyrrolidin-1-yl]pyridazin-3-yl}-4-fluoro-5-(2-methyl-1,3-thiazol-5-yl)phenol C1(CC1)CN[C@@]1(CN(CC1)C1=CC=C(N=N1)C1=C(C=C(C(=C1)F)C1=CN=C(S1)C)O)C